ClC1=NC(=CN=C1)Cl 2,6-dichloroPyrazine